C(C)(C)(C)OC(=O)N1[C@@H](C[C@H](C1)C1=CC=CC=C1)C1=NC(=NO1)CCCCCC1=CC=CC=C1 (2S,4S)-4-phenyl-2-(3-(5-phenylpentyl)-1,2,4-oxadiazol-5-yl)pyrrolidine-1-carboxylic acid tert-butyl ester